C1(=CC=CC=C1)N1CCNC2=CC=CC=C12 1-phenyl-1,2,3,4-tetrahydroquinoxaline